C(C=C)(=O)OCCCCCCCCCCCCCCCCCC[Si](F)(F)F acryloxyoctadecyltrifluorosilane